FC(C1=CC=CC2=C1N(C=N2)C2CC(C2)(C)O[Si](C)(C)C(C)(C)C)F 7-(difluoromethyl)-1-[(cis)-3-[(tert-butyldimethylsilyl)oxy]-3-methylcyclobutyl]-1H-1,3-benzodiazole